(4-(hydroxymethyl)piperidin-1-yl)ethan-1-one OCC1CCN(CC1)C(C)=O